4-((2-(1H-Benzo[d]imidazol-6-yl)ethyl)amino)-8,8-dimethyl-8,10-dihydro-7H-pyrano[3'',4'':5',6']pyrido[3',2':4,5]thieno[3,2-d]pyrimidine-11-carboxylic acid N1C=NC2=C1C=C(C=C2)CCNC=2C1=C(N=CN2)C2=C(S1)N=C1C(=C2C(=O)O)COC(C1)(C)C